CCOC1=CC(=C(C=C1NC(=O)C2=CC=CC=C2)OCC)[N+](=O)[O-] N-(2,5-diethoxy-4-nitrophenyl)benzamide